methyl 2-amino-4-bromo-5-(trifluoromethyl)benzoate NC1=C(C(=O)OC)C=C(C(=C1)Br)C(F)(F)F